N-acetyl-L-valyl-N5-carbamoyl-N-(3-methyl-3-sulfanylbutyl)-L-ornithinamide C(C)(=O)N[C@@H](C(C)C)C(=O)N[C@@H](CCCNC(N)=O)C(=O)NCCC(C)(S)C